CC=1N(C(=CC1)C)C1=NN=C(S1)N1N=CC=C1CO {2-[5-(2,5-dimethylpyrrol-1-yl)-1,3,4-thiadiazol-2-yl]pyrazol-3-yl}methanol